(S)-2-((4-((2-hydroxy-1-phenylethyl)amino)-5-(3-methyl-1,2,4-oxadiazol-5-yl)pyridin-2-yl)amino)-7,7-dimethyl-6,7-dihydro-5H-pyrrolo[3,4-d]pyrimidin-5-one OC[C@H](C1=CC=CC=C1)NC1=CC(=NC=C1C1=NC(=NO1)C)NC=1N=CC2=C(N1)C(NC2=O)(C)C